FC1=CC=C2[C@@H](CCOC2=C1)N (R)-7-fluorochroman-4-amine